C1(CC1)C(=O)C1=C(C=CC(=C1)F)O Cyclopropyl-(5-fluoro-2-hydroxyphenyl)methanone